(S)-1-aminopropan-2-yl-4-(5-(3-((2-(4-(tert-butoxy)-4-oxobutanoyl)-4-fluoro-6-methoxyisoindolin-5-yl)oxy) propoxy)-4-fluoro-6-methoxybenzo[b]thiophen-2-yl)-4-oxobutanoate NC[C@H](C)OC(CCC(=O)C1=CC2=C(S1)C=C(C(=C2F)OCCCOC=2C(=C1CN(CC1=CC2OC)C(CCC(=O)OC(C)(C)C)=O)F)OC)=O